N-[(1S,3R)-3-aminocyclopentyl]-4-[2-chloro-4-[[3-[3-(trifluoromethyl)-1H-pyrazol-4-yl]imidazo[1,2-a]pyrazin-8-yl]amino]benzoyl]piperazine-1-carboxamide formate C(=O)O.N[C@H]1C[C@H](CC1)NC(=O)N1CCN(CC1)C(C1=C(C=C(C=C1)NC=1C=2N(C=CN1)C(=CN2)C=2C(=NNC2)C(F)(F)F)Cl)=O